4-Nitrophenyl Phosphate Disodium Salt [Na+].[Na+].P(=O)(OC1=CC=C(C=C1)[N+](=O)[O-])([O-])[O-]